[I-].[I-].C[SiH](C)[Zr+2](C1C=CC=C1)C1C=CC=C1 dimethylsilyl-bis(cyclopentadienyl)zirconium diiodide